benzotriazol-1-yloxyphosphonium N1(N=NC2=C1C=CC=C2)O[PH3+]